FC1=CC=2N(C=C1)N=C(N2)N[C@@H]2C[C@H](CC2)NC2=CC=C(C=N2)N2CC=1C(=NC(=CC1C2=O)C)C 2-(6-(((1S,3S)-3-((7-fluoro-[1,2,4]triazolo[1,5-a]pyridin-2-yl)amino)cyclopentyl)amino)pyridin-3-yl)-4,6-dimethyl-2,3-dihydro-1H-pyrrolo[3,4-c]pyridin-1-one